(1-methyl-1H-pyrrol-2-yl)propionic acid ethyl ester C(C)OC(C(C)C=1N(C=CC1)C)=O